2-(3-bromo-1-(2-hydroxyethyl)-1H-pyrazol-5-yl)acetonitrile BrC1=NN(C(=C1)CC#N)CCO